CC(C=CCCCCCC)=O 3-DECEN-2-ONE